N1(C=NC=C1)CCCN(C(=O)C1CC1)C=1SC2=C(N1)C(=CC=C2)CNC(OC(C)(C)C)=O 1-tert-butyl ((2-(N-(3-(1H-imidazol-1-yl)propyl)cyclopropanecarboxamido)benzo[d]thiazol-4-yl)methyl)carbamate